(terphenylyl)[(diphenyl-d10)triazinylphenyl]dibenzoselenophene C1(=C(C=CC=C1)C1=C(C2=C([Se]C3=C2C=CC=C3)C=C1)C1=C(C(=C(C=C1)C1(C(C(C(C(C1[2H])([2H])[2H])([2H])[2H])([2H])[2H])([2H])[2H])[2H])C1(C(C(C(C(C1[2H])([2H])[2H])([2H])[2H])([2H])[2H])([2H])[2H])[2H])C1=NN=NC=C1)C=1C(=CC=CC1)C1=CC=CC=C1